N-(5-((4-methylpiperazin-1-yl)methyl)pyridin-2-yl)-1-isopropyl-4,5-dihydro-1H-pyrazolo[4,3-H]quinazolin-8-amine CN1CCN(CC1)CC=1C=CC(=NC1)NC1=NC=2C3=C(CCC2C=N1)C=NN3C(C)C